tert-butyl 4-[8-methoxy-4-[3-[(4-methoxyphenyl)methyl]-2,4-dioxo-hexahydropyrimidin-1-yl]-7-isoquinolyl]piperazine-1-carboxylate COC=1C(=CC=C2C(=CN=CC12)N1C(N(C(CC1)=O)CC1=CC=C(C=C1)OC)=O)N1CCN(CC1)C(=O)OC(C)(C)C